(R)-2-hydroxy-3-(1H-pyrrol-1-yl)propionic acid methyl ester COC([C@@H](CN1C=CC=C1)O)=O